N-fluorenylmethoxycarbonyl-N'-(4-methoxy-2,3,6-trimethylbenzenesulfonyl)-L-arginine C1(=CC=CC=2C3=CC=CC=C3CC12)COC(=O)N[C@@H](CCCN(C(N)=N)S(=O)(=O)C1=C(C(=C(C=C1C)OC)C)C)C(=O)O